2-(6-bromo-3-iodo-indol-1-yl)-N,N-dimethyl-ethanamine BrC1=CC=C2C(=CN(C2=C1)CCN(C)C)I